[(3,3-difluorocyclobutyl)methyl][(6-{[1-(1H-indazol-4-yl)-1H-1,2,3-triazol-4-yl]methyl}-1H-indol-2-yl)methyl]amine FC1(CC(C1)CNCC=1NC2=CC(=CC=C2C1)CC=1N=NN(C1)C1=C2C=NNC2=CC=C1)F